CC1=CC=CC(=N1)C1=NNC=C1C1=NC2=CC(=CN=C2C=C1)N1CCN(CCC1)C1CCNCC1 2-[3-(6-methyl-2-pyridyl)-1H-pyrazol-4-yl]-7-[4-(4-piperidyl)-1,4-diazepan-1-yl]-1,5-naphthyridine